C(=C)OC1CC(CC(C1)OC=C)OC=C 1,3,5-Tris(ethenyloxy)cyclohexane